nitroimidazole carbon [C].[N+](=O)([O-])C=1NC=CN1